CC(=O)N[C@@H]1[C@H](C=C(O[C@H]1[C@@H]([C@@H](COC(=O)C)OC(=O)C)OC(=O)C)C(=O)OC)N=[N+]=[N-] Methyl 5-acetamido-7,8,9-O-triacetyl-2,6-anhydro-4-azido-3,4,5-trideoxy-D-glycero-D-galacto-non-2-enonate